BrC=1N=C(C(N(C1)C)=O)NC1=CC(=C(C=C1)F)[N+](=O)[O-] 5-bromo-3-((4-fluoro-3-nitrophenyl)amino)-1-methylpyrazin-2(1H)-one